O[C@H]1[C@@H](CCCC1)O 1,2-trans-dihydroxycyclohexane